ClC1=C(C(=CC=C1)Cl)CC(=O)NC1=CC=NC=C1 4-[2-(2,6-dichlorophenyl)acetamido]pyridin